C1(=CC=CC=C1)C=1C(=C(C(=C(C1)N)C1=CC=CC=C1)N)C1=CC=CC=C1 triphenylbenzene-1,3-diamine